CCCCCCCCCCCCCC(CCCC(=O)O)O The molecule is a hydroxyoctadecanoic acid that is octadecanoic acid (stearic acid) in which one of the hydrogens at position 5 has been replaced by a hydroxy group. It is a conjugate acid of a 5-hydroxyoctadecanoate.